(2S)-2-[(1R,3aS,3bR,5aS,7S,9aS,9bS,11aS)-7-hydroxy-9a,11a-dimethyl-hexadecahydro-1H-cyclopenta[a]phenanthren-1-yl]propyl 4-methyl piperazine-1,4-dicarboxylate N1(CCN(CC1)C(=O)OC)C(=O)OC[C@@H](C)[C@H]1CC[C@@H]2[C@@]1(CC[C@@H]1[C@]3(CC[C@@H](C[C@@H]3CC[C@@H]21)O)C)C